1-(1-cyanopiperidin-3-yl)-3-(3-phenoxyphenyl)urea C(#N)N1CC(CCC1)NC(=O)NC1=CC(=CC=C1)OC1=CC=CC=C1